racemic-chloropropionic acid Cl[C@@H](C(=O)O)C |r|